CC=1C(=NC=CC1)CN1C[C@H](CC1)N1C(N(C=2C1=NC=CC2)C2=CC=C(C=C2)C2=C(C=CC=C2)C(F)(F)F)=O (S)-3-(1-((3-methylpyridin-2-yl)methyl)pyrrolidin-3-yl)-1-(2'-(trifluoromethyl)-[1,1'-biphenyl]-4-yl)-1,3-dihydro-2H-imidazo[4,5-b]pyridin-2-one